CN1C(=NN=C1)C1(CC(C1)=C)C=1C=C(C=CC1)N1C(C2=CC(=CC(=C2C1)C(F)(F)F)CNC1(CCC1)C)=O 2-(3-(1-(4-methyl-4H-1,2,4-triazol-3-yl)-3-methylene-cyclobutyl)phenyl)-6-(((1-methylcyclobutyl)amino)methyl)-4-(trifluoromethyl)isoindolin-1-one